N1C(C(C=C2C=CC=3C(=C12)C=CN3)=O)=O (pyrroloquinolinequinone)